O1CC(C1)NC(=O)N1CCN(C2=CC=CC=C12)CC1=NC=CC=C1 N-(Oxetan-3-yl)-4-(pyridin-2-ylmethyl)-3,4-dihydroquinoxaline-1(2H)-carboxamide